BrC1=CC=C(C=C1)[C@@](C)(C#C)C=1N=C(SC1)NC(=O)N1CC(C1)CO (R)-N-(4-(2-(4-bromophenyl)but-3-yn-2-yl)thiazol-2-yl)-3-(hydroxymethyl)-azetidine-1-carboxamide